Thiophene-5-carbaldehyde S1C=CC=C1C=O